C(#N)C1=C(NC)C=CC=C1 2-cyano-N-methylaniline